8-morpholinoquinoline O1CCN(CC1)C=1C=CC=C2C=CC=NC12